sodium glucuronate O=C[C@H](O)[C@@H](O)[C@H](O)[C@H](O)C(=O)[O-].[Na+]